CN(C(=O)C1=NC=CC=C1)C N,N-dimethylpyridinecarboxamide